5-o-hydroxybenzoyl-2-methyl-4-phenyl-3-carbethoxypyrrole OC1=C(C(=O)C2=C(C(=C(N2)C)C(=O)OCC)C2=CC=CC=C2)C=CC=C1